ClC1=C(C=CC2=C1C(=NCC(=N2)N)C2=NC=CC=C2F)Cl 6,7-dichloro-5-(3-fluoro-2-pyridinyl)-3H-1,4-benzodiazepine-2-Amine